NC1=CC=C(C(=C1C(C)=O)F)F 1-(6-amino-2,3-difluorophenyl)ethanone